C(CCC=CC)[Si](OCC)(OCC)OCC 4-hexenyltriethoxysilane